O1CC(C1)N1C=CN2N=CC(=C21)C(=O)OCC Ethyl 1-(oxetan-3-yl)-1H-imidazo[1,2-b]pyrazole-7-carboxylate